CN(CCC(=O)OC(CCOC(CCCCCCCC=CCC=CCCCCC)=O)CCCCCCCCC=CCC=CCCCCC)C 3-((3-(dimethylamino)propanoyl)oxy)henicosa-12,15-dien-1-yloctadeca-9,12-dienoate